indium-indium oxide [O-2].[In+3].[In+3].[O-2].[O-2]